ethylene glycol mono-methyl ether COCCO